C(C)(C)(C)OC(=O)N1CCC2(CC1)C(C1=CC=C(C=C1C2)Cl)=NS(=O)C(C)(C)C 1-((tert-butylsulfinyl)imino)-5-chloro-1,3-dihydrospiro[indene-2,4'-piperidine]-1'-carboxylic acid tert-butyl ester